(3aS,4S,6R,6aR)-6-(3-methoxyphenyl)-2,2-dimethyltetrahydro-4H-cyclopenta[d][1,3]dioxol-4-ol COC=1C=C(C=CC1)[C@H]1C[C@@H]([C@H]2[C@@H]1OC(O2)(C)C)O